(R)-5-(3-chloroimidazo[1,2-b]pyridazin-6-yl)-N-(1-cyclopropylethyl)-7H-pyrrolo[2,3-d]pyrimidin-2-amine ClC1=CN=C2N1N=C(C=C2)C2=CNC=1N=C(N=CC12)N[C@H](C)C1CC1